Dimethyl-Undecanone CC(C(CCCCCCCCC)=O)C